2-(4,4-difluoroazepan-1-yl)-N-(4-fluoro-3-(N'-hydroxyamidino)phenyl)-6-methyl-5-(trifluoromethyl)nicotinamide FC1(CCN(CCC1)C1=C(C(=O)NC2=CC(=C(C=C2)F)C(N)=NO)C=C(C(=N1)C)C(F)(F)F)F